5-((trimethylsilyl)ethynyl)pyridine C[Si](C)(C)C#CC=1C=CC=NC1